3-fluoronaphthalen-2-ol diformate C(=O)O.C(=O)O.FC=1C(=CC2=CC=CC=C2C1)O